C(C)S(=O)(=O)C1=C(N=C2N1C=C(C=C2)OC(C#N)(C)C)N2CC1=NC=C(C=C1C2=O)C(F)(F)F 2-[3-ethylsulfonyl-2-[5-oxo-3-(trifluoromethyl)-7H-pyrrolo[3,4-b]pyridin-6-yl]imidazo[1,2-a]pyridin-6-yl]oxy-2-methyl-propionitrile